5-[3-iodo-5-methyl-4-(propan-2-yl)-1H-pyrazol-1-yl]-2,6-dimethyl-1H-1,3-benzodiazole IC1=NN(C(=C1C(C)C)C)C1=CC2=C(NC(=N2)C)C=C1C